[Cl-].C(C=C)(=O)OCC[N+](C)(C)CC1=CC=CC=C1 [2-(Acryloyloxy)ethyl]benzyldimethylammonium chloride